4-bromo-7-fluorobenzo[d][1,3]dioxole-5-carbaldehyde BrC1=C(C=C(C=2OCOC21)F)C=O